tert-butyl (S)-(1-(4-chloro-3-(1H-1,2,4-triazol-1-yl)phenyl)-2-hydroxyethyl)carbamate ClC1=C(C=C(C=C1)[C@@H](CO)NC(OC(C)(C)C)=O)N1N=CN=C1